The molecule is a glycosylsphingoid consisting of sphingosine having an alpha-D-galactosyl residue attached at the 1-position. It derives from a sphing-4-enine and a sphingosine. CCCCCCCCCCCCC/C=C/[C@H]([C@H](CO[C@@H]1[C@@H]([C@H]([C@H]([C@H](O1)CO)O)O)O)N)O